epoxyphenylphosphine oxide C1(=C2C(=CC=C1)O2)[PH2]=O